C(C=C)(=O)N1C[C@H](CC1)N1N=C(C=2C(=NC=C(C21)Cl)N)C#CC=2C=C(C=C(C#N)C2)C#N (S)-5-((1-(1-acryloylpyrrolidin-3-yl)-4-amino-7-chloro-1H-pyrazolo[4,3-c]pyridin-3-yl)ethynyl)isophthalonitrile